2-(2-methoxypropan-2-yl)-4H-pyrrolo[2,3-d]thiazole-5-carboxylic acid COC(C)(C)C=1SC2=C(N1)NC(=C2)C(=O)O